NC1=NC=2C=CC(=CC2C2=C1N(N=C2)C)C(=O)N(CC2=NC=C(C=C2)C(F)(F)F)C2(CC2)C 4-amino-3-methyl-N-(1-methylcyclopropyl)-N-((5-(trifluoromethyl)-2-pyridinyl)methyl)-3H-pyrazolo[3,4-c]quinoline-8-carboxamide